CC1=NC(=CC(=N1)N1CCC2(C[C@H](NC2)C(=O)O)CC1)O[C@@H](C(F)(F)F)C1=C(C=C(C=C1)C1=CC(=CC=C1)C(C)C)N1N=C(C=C1)C (S)-8-(2-methyl-6-((R)-2,2,2-trifluoro-1-(3'-isopropyl-3-(3-methyl-1H-pyrazol-1-yl)-[1,1'-biphenyl]-4-yl)ethoxy)pyrimidin-4-yl)-2,8-diazaspiro[4.5]decane-3-carboxylic acid